methyl-amino-uracil CC1=C(C(NC(N1)=O)=O)N